1-(4-biphenylyl)ethanol C1(=CC=C(C=C1)C(C)O)C1=CC=CC=C1